(R)-4-(4-((6-(2,4-dioxotetrahydropyrimidin-1(2H)-yl)pyridazin-3-yl)methyl)piperazin-1-yl)-N-(5-(2-methoxy-2-phenylacetyl)-1,4,5,6-tetrahydropyrrolo[3,4-c]pyrazol-3-yl)benzamide O=C1N(CCC(N1)=O)C1=CC=C(N=N1)CN1CCN(CC1)C1=CC=C(C(=O)NC=2C3=C(NN2)CN(C3)C([C@@H](C3=CC=CC=C3)OC)=O)C=C1